C(C)(C)(C)OC(NNC(CC=1C=NC=CC1)=O)=O N-[[2-(3-pyridyl)acetyl]amino]carbamic acid tert-butyl ester